8-bromoguanosine BrC=1N([C@H]2[C@H](O)[C@H](O)[C@@H](CO)O2)C=2N=C(NC(C2N1)=O)N